3-amino-N-[3-[[rac-(1S)-2-(3-carbamimidoylphenyl)-1-thiazol-2-yl-ethyl]sulfamoyl]phenyl]propenamide NC=CC(=O)NC1=CC(=CC=C1)S(N[C@@H](CC1=CC(=CC=C1)C(N)=N)C=1SC=CN1)(=O)=O |r|